C(C)(C)(C)OC(=O)NCC1CN(C1)C(=O)OCC1=CC=CC=C1 benzyl 3-{[(tert-butoxycarbonyl) amino]methyl}azetidine-1-carboxylate